O=C(CCNS(=O)(=O)C=C)N1CC2=CC=CC(=C2CC1)OC1=CC=C(C=C1)C(F)(F)F N-(3-oxo-3-(5-(4-(trifluoromethyl)phenoxy)-3,4-dihydroisoquinolin-2(1H)-yl)propyl)-ethenesulfonamide